CN1C2=C(C(=O)N(C1=O)C)NC(=O)N2 1,3-dimethylurate